The molecule is the all-cis-isomer of a C22 polyunsaturated fatty acid having five double bonds in the 4-, 7-, 10-, 13- and 16-positions. It is a member of n-6 PUFA and a product of linoleic acid metabolism. It has a role as a Daphnia tenebrosa metabolite, a human metabolite and an algal metabolite. It is a docosapentaenoic acid and an omega-6 fatty acid. It is a conjugate acid of a (4Z,7Z,10Z,13Z,16Z)-docosapentaenoate. CCCCC/C=C\\C/C=C\\C/C=C\\C/C=C\\C/C=C\\CCC(=O)O